1-butylmethylamine C(CCC)CN